FS(C=1C=C(C=C(C1)C(F)(F)F)C1=NN(C=N1)/C=C(/C(=O)N)\C=1C=NC=NC1)(F)(F)(F)F (E)-3-(3-(3-(pentafluorosulfanyl)-5-(trifluoromethyl)phenyl)-1H-1,2,4-triazol-1-yl)-2-(pyrimidin-5-yl)acrylamide